(Z)-(4,4-diethoxybutyl)[(2-methylphenyl)methylidene]amine C(C)OC(CCC\N=C/C1=C(C=CC=C1)C)OCC